(3S)-7-(3-cyano-5-fluoro-phenoxy)-2,2-difluoro-3-hydroxy-N-(2-hydroxyethyl)indane-4-sulfonamide C(#N)C=1C=C(OC2=CC=C(C=3[C@@H](C(CC23)(F)F)O)S(=O)(=O)NCCO)C=C(C1)F